O-(((2R,3S,4R,5R)-5-(6-((3-fluorobenzyl)(methyl)amino)-9H-purin-9-yl)-3,4-dihydroxytetrahydrofuran-2-yl)methyl) (5-bromoquinoxalin-6-yl)carbamothioate BrC1=C2N=CC=NC2=CC=C1NC(OC[C@H]1O[C@H]([C@@H]([C@@H]1O)O)N1C2=NC=NC(=C2N=C1)N(C)CC1=CC(=CC=C1)F)=S